1,3-bis(chlorodiphenylsilyl)-2,2,4,4-tetraphenylcyclodisilazane Cl[Si](N1[Si](N([Si]1(C1=CC=CC=C1)C1=CC=CC=C1)[Si](C1=CC=CC=C1)(C1=CC=CC=C1)Cl)(C1=CC=CC=C1)C1=CC=CC=C1)(C1=CC=CC=C1)C1=CC=CC=C1